COC(=O)C=1NC2=CC(=CC=C2C1)C1=CC=C(C=C1)C(C)(C)C 6-(4-(tert-butyl)phenyl)-1H-indole-2-carboxylic acid methyl ester